N1C=CC2=CC(=CC=C12)C1=NC(=NO1)C1=CC=C(C2=CC=CC=C12)CN1CC(C1)C(=O)O 1-((4-(5-(1H-indole-5-yl)-1,2,4-oxadiazol-3-yl)naphthalen-1-yl)methyl)azetidine-3-carboxylic acid